CC(C#C)(C)O[Si](C)(C)OC(C#C)(C)C bis(3-methyl-1-butyn-3-oxy)dimethylsilane